C(C)C=1C=CC=C2C=C(C=C(C12)C1=C(C=2N=C(N=C(C2C=N1)N)OC[C@]12CCCN2C[C@@H](C1)F)F)OCOC 7-(8-ethyl-3-(methoxymethoxy)naphthalen-1-yl)-8-fluoro-2-(((2R,7aS)-2-fluorotetrahydro-1H-pyrrolizin-7a(5H)-yl)methoxy)pyrido[4,3-d]pyrimidin-4-amine